N-[1-(pyridazin-3-yl)-5-(trifluoromethyl)-1H-pyrazol-4-yl]carbamic acid tert-butyl ester C(C)(C)(C)OC(NC=1C=NN(C1C(F)(F)F)C=1N=NC=CC1)=O